C(OCN1N=C(N=C1C=1N=C2N(C=CC=N2)C1C1=CN=CN1)C(F)(F)F)(OCCNC)=O {5-[3-(1H-imidazol-5-yl)imidazo[1,2-a]pyrimidin-2-yl]-3-(trifluoromethyl)-1H-1,2,4-triazol-1-yl}methyl 2-(methylamino)ethyl carbonate